2,5-dichloro-N-((R)-4-morpholino-1,4-dioxo-1-(((R)-4-phenyl-1-(4,4,5,5-tetramethyl-1,3,2-dioxaborolan-2-yl)butyl)amino)butan-2-yl)benzamide ClC1=C(C(=O)N[C@@H](C(N[C@@H](CCCC2=CC=CC=C2)B2OC(C(O2)(C)C)(C)C)=O)CC(=O)N2CCOCC2)C=C(C=C1)Cl